6-(3'-((3,3-difluoropiperidin-1-yl)methyl)-[1,1'-biphenyl]-4-yl)-2-methyl-1H-benzo[d]imidazole-4-carboxylic acid FC1(CN(CCC1)CC=1C=C(C=CC1)C1=CC=C(C=C1)C=1C=C(C2=C(NC(=N2)C)C1)C(=O)O)F